ClC1=CC(=C(C=C1Cl)C(C1CCN(CC1)C(=O)[C@H]1CN(CC1)C(=O)OC(C)(C)C)NC(C)=O)OCC=C tert-butyl (3R)-3-(4-[[4,5-dichloro-2-(prop-2-en-1-yloxy)phenyl](acetamido)methyl]piperidine-1-carbonyl)pyrrolidine-1-carboxylate